2,4-dihydroxy-5-(p-methylbenzoyl)benzophenone OC1=C(C(=O)C2=CC=CC=C2)C=C(C(=C1)O)C(C1=CC=C(C=C1)C)=O